4-(2-(7-hydroxy-1-methyl-9H-pyrido[3,4-b]indol-9-yl)ethyl)piperazine-1-carboxylic acid tert-butyl ester C(C)(C)(C)OC(=O)N1CCN(CC1)CCN1C2=C(C3=CC=C(C=C13)O)C=CN=C2C